(4-(2-(4-(methylsulfonyl)phenyl)furo[3,2-b]pyridin-7-yl)pyridin-2-yl)(piperazin-1-yl)methanone CS(=O)(=O)C1=CC=C(C=C1)C1=CC2=NC=CC(=C2O1)C1=CC(=NC=C1)C(=O)N1CCNCC1